4,6-dichloropyridazine ClC1=CN=NC(=C1)Cl